COC(C1=CC(=CC=C1)C#CC1=CC=C(C=C1)C[C@@H](CC(=O)OC)NC(=O)C1=CC=CN2C1=NC(=CC2=O)C)=O (S)-3-((4-(4-methoxy-2-(2-methyl-4-oxo-4H-pyrido[1,2-a]pyrimidine-9-carboxamido)-4-oxobutyl)phenyl)ethynyl)benzoic acid methyl ester